C(C=C)(=O)OC(CSC1=CC=CC=C1)CSC1=CC=CC=C1 1,3-bis(phenylthio)-2-propyl acrylate